ClC1=NC(=NC(=N1)\C=C\C1=CC=CC=C1)\C=C\C1=CC=CC=C1 2-chloro-4,6-di((E)-styryl)-1,3,5-triazine